3,5-bis(1,1-dimethylethyl)phenol CC(C)(C)C=1C=C(C=C(C1)C(C)(C)C)O